2-naphthalenesulfonic acid sodium salt [Na+].C1=C(C=CC2=CC=CC=C12)S(=O)(=O)[O-]